[2H][C@@]1(C([C@@H]([C@H](O1)CO)O)([2H])[2H])N2C=C(C(=NC2=O)N)C 5-Methyl-2'-deoxycytidine-d3